bishydroxypropionic acid hydrochloride Cl.OC(C(=O)O)(C)O